N-((2-(4-(6-methoxypyridin-3-yl)piperazin-1-yl)-1,6-naphthyridin-7-yl)methyl)-4-methyl-3-(methylsulfonyl)benzamide COC1=CC=C(C=N1)N1CCN(CC1)C1=NC2=CC(=NC=C2C=C1)CNC(C1=CC(=C(C=C1)C)S(=O)(=O)C)=O